2-chloro-4-((2-(1-methyl-1H-pyrazol-4-yl)pyridin-4-yl)oxy)aniline ClC1=C(N)C=CC(=C1)OC1=CC(=NC=C1)C=1C=NN(C1)C